2-[[[3-chloro-5-(3-chlorophenyl)pyridin-2-yl]carbonyl]amino]acetic acid methyl ester COC(CNC(=O)C1=NC=C(C=C1Cl)C1=CC(=CC=C1)Cl)=O